ClC1=NC=C(C(=C1)C1=C(C=NC(=C1)C)C(=O)NC1=NN=C(S1)C1CN(C1)C(=O)OC(C)(C)C)OC tert-butyl 3-(5-(2'-chloro-5'-methoxy-6-methyl-(4,4'-bipyridine)-3-carboxamido)-1,3,4-thiadiazol-2-yl)azetidine-1-carboxylate